CN1CCC(CC1)COC1=CC=C(C=C1)C=1C=C(C(NC1C(F)(F)F)=O)C(=O)N 5-(4-((1-Methylpiperidin-4-yl)methoxy)phenyl)-2-oxo-6-(trifluoromethyl)-1,2-dihydropyridin-3-carboxamide